C(C)OCCN(CCN(CC)CC)CCOCC bis(ethoxyethyl)(diethylamino)ethylamine